4-(5-(3-cyano-6-(3-hydroxy-3-methylazetidin-1-yl)pyrazolo[1,5-a]pyridin-4-yl)pyridin-2-yl)piperazine-1-carboxylic acid tert-butyl ester C(C)(C)(C)OC(=O)N1CCN(CC1)C1=NC=C(C=C1)C=1C=2N(C=C(C1)N1CC(C1)(C)O)N=CC2C#N